1,4-dibromo-2-naphthol BrC1=C(C=C(C2=CC=CC=C12)Br)O